(4-(6-chloro-3-cyano-4-((S)-3-(cyanomethyl)piperazin-1-yl)-8-fluoroquinolin-7-yl)-7-fluorobenzo[d]thiazol-2-yl)carbamic acid tert-butyl ester C(C)(C)(C)OC(NC=1SC2=C(N1)C(=CC=C2F)C2=C(C=C1C(=C(C=NC1=C2F)C#N)N2C[C@@H](NCC2)CC#N)Cl)=O